C(C)N(C(OC(C)(C)C)=O)C1CCN(CC1)C=1C2=CN(N=C2C(=CC1)C(NC=1C=C(C=2N(C1)C=C(N2)CO)F)=O)C tert-butyl N-ethyl-N-[1-[7-[[8-fluoro-2-(hydroxymethyl)imidazo[1,2-a]-pyridin-6-yl]carbamoyl]-2-methyl-indazol-4-yl]-4-piperidyl]carbamate